COC1=C(C=CC=C1)/C=C/C(C)=O (E)-4-(2-methoxyphenyl)but-3-en-2-one